2-chloro-3-amino-4-methylpyridine ClC1=NC=CC(=C1N)C